N-{1-methyl-3-[4-methyl-6-(pyrazol-1-yl)pyridin-3-yl]-2-oxo-1,6-naphthyridin-7-yl}cyclopropanecarboxamide CN1C(C(=CC2=CN=C(C=C12)NC(=O)C1CC1)C=1C=NC(=CC1C)N1N=CC=C1)=O